CC1=NN2C(C(=CC(=C2)C[C@@H]2CC[C@H](CC2)C(=O)N2OCC[C@H]2C2=NC=C(N=C2)C)C)=N1 trans-[4-[(2,8-dimethyl-[1,2,4]triazolo[1,5-a]pyridin-6-yl)methyl]cyclohexyl]-[(3S)-3-(5-methylpyrazin-2-yl)isoxazolidin-2-yl]methanone